C(C)(C)(C)OC(=O)N1C[C@H](CC1)CO (S)-1-tert-butoxycarbonyl-3-hydroxymethylpyrrolidine